(2S,4S)-2-(2-amino-2-oxoethyl)-4-(((benzyloxy)carbonyl)amino)piperidine-1-carboxylic acid tert-butyl ester C(C)(C)(C)OC(=O)N1[C@@H](C[C@H](CC1)NC(=O)OCC1=CC=CC=C1)CC(=O)N